N,N-di(cis-4-isopropylcyclohexyl)-5-(cis-4-n-pentylcyclohexylcarbonylamino)isophthalamide C(C)(C)[C@H]1CC[C@H](CC1)N(C(C1=CC(C(=O)N)=CC(=C1)NC(=O)[C@@H]1CC[C@@H](CC1)CCCCC)=O)[C@@H]1CC[C@@H](CC1)C(C)C